3-((2,6-difluorophenyl)ethynyl)quinoline FC1=C(C(=CC=C1)F)C#CC=1C=NC2=CC=CC=C2C1